3-[[4-[5-isobutyl-2-(2H-tetrazol-5-yl)-phenyl]piperazin-1-yl]methyl]-1-methyl-indazole C(C(C)C)C=1C=CC(=C(C1)N1CCN(CC1)CC1=NN(C2=CC=CC=C12)C)C=1N=NNN1